C1OCC12CN(C2)CC2=C(C=C(C(=O)NC1=CC(=CC=C1)[C@H](C)NC=1C=NC=3C(N1)=NN(C3)CC)C=C2)CC (S)-4-((2-oxa-6-azaspiro[3.3]heptan-6-yl)methyl)-3-ethyl-N-(3-(1-((2-ethyl-2H-pyrazolo[3,4-b]pyrazin-6-yl)amino)ethyl)phenyl)benzamide